(Benzyloxymethyl)zinc Iodide [I-].C(C1=CC=CC=C1)OC[Zn+]